1,1,3,3-tetramethyl-1,3-diphenyldisiloxane C[Si](O[Si](C1=CC=CC=C1)(C)C)(C1=CC=CC=C1)C